ClC=1C(=C(C(=O)OC[C@@]2(O[C@@H]([C@@H]3OC(O[C@@H]32)(C)C)[C@@H]3OC(OC3)(C)C)O)C(=CC1)Cl)OC ((3aS,4S,6R,6aS)-6-((R)-2,2-dimethyl-1,3-dioxolan-4-yl)-4-hydroxy-2,2-dimethyltetrahydrofuro[3,4-d][1,3]dioxol-4-yl)methyl 3,6-dichloro-2-methoxybenzoate